3-(5-butyl-4-(4-chlorophenyl)oxazol-2-yl)-2-(diethoxyphosphoryl)propanoic acid C(CCC)C1=C(N=C(O1)CC(C(=O)O)P(=O)(OCC)OCC)C1=CC=C(C=C1)Cl